C(C)(C)(C)C=1N(C2=CC(=CC(=C2C1)[N+](=O)[O-])N1C(NC(CC1)=O)=O)C(=O)O tert-butyl-6-(2,4-dioxotetrahydropyrimidin-1(2H)-yl)-4-nitro-1H-indole-1-carboxylic acid